FC1=C(C(=CC(=C1)C(F)(F)F)[N+](=O)[O-])N1CCCCC1 (2-fluoro-6-nitro-4-(trifluoromethyl)phenyl)piperidine